N-(2-aminophenyl)-4-methyl-1,2,5-oxadiazole-3-carboxamide NC1=C(C=CC=C1)NC(=O)C1=NON=C1C